4-(7-(2-cyanoacetamido)-1H-indol-3-yl)-5-methylpyridin C(#N)CC(=O)NC=1C=CC=C2C(=CNC12)C1=CC=NC=C1C